ClC1=CC=C(C=C1)C(C(COC)C)=O 1-(4-chlorophenyl)-3-methoxy-2-methylpropan-1-one